ClC=1C(=C(C(=NC1)NC=1C2=C(N=CN1)C=CC(=N2)N2[C@@H]1CN([C@H](C2)C1)C(=O)OC(C)(C)C)F)C tert-Butyl (1S,4S)-5-(4-((5-chloro-3-fluoro-4-methylpyridin-2-yl)amino)pyrido[3,2-d]pyrimidin-6-yl)-2,5-diazabicyclo[2.2.1]heptane-2-carboxylate